COC([C@@](N(C)C)([C@H](O)C)C(=O)OC[C@H]1O[C@@]([C@@H]([C@@H]1O)O)(C#N)C1=CC=C2C(=NC=NN21)N)=O ((((2R,3S,4R,5R)-5-(4-aminopyrrolo[2,1-f][1,2,4]triazin-7-yl)-5-cyano-3,4-dihydroxytetrahydrofuran-2-yl)methoxy)carbonyl)-N,N-dimethyl-L-threonine methyl ester